N-(4-cyano-2-fluoro-phenyl)-4-(cyclopentenyl-1-yl)-1H-pyrrole-3-sulfonamide C(#N)C1=CC(=C(C=C1)NS(=O)(=O)C1=CNCC1=C1C=CCC1)F